2-(trimethylsilyl)pyridazinone C[Si](N1N=CC=CC1=O)(C)C